C(#N)C1=NC=CC=C1[C@H]([C@@H](C)C=1N(C(C(=C(N1)C(=O)NC=1C=NOC1)O)=O)C)C1=CC=CC=C1 2-((1r,2r)-1-(2-cyanopyridin-3-yl)-1-phenylpropan-2-yl)-5-hydroxy-N-(isoxazol-4-yl)-1-methyl-6-oxo-1,6-dihydropyrimidine-4-carboxamide